ClC1=NC=C(C(=C1)C1=C(C=NC(=C1)C)C(=O)NC=1SC2=C(N1)CN(C2)C(C2=C(N=CC(=C2)Cl)OC)=O)OC 2'-chloro-N-(5-(5-chloro-2-methoxynicotinoyl)-5,6-dihydro-4H-pyrrolo[3,4-d]thiazol-2-yl)-5'-methoxy-6-methyl-[4,4'-bipyridine]-3-carboxamide